5-bromo-3,4-dihydro-1H-pyrano[3,4-c]pyridine BrC1=C2C(=CN=C1)COCC2